C(C)OC(=O)C=1N(N=C(C1)C(\C=C/N(C)C)=O)CC 5-((Z)-3-Dimethylamino-acryloyl)-2-ethyl-2H-pyrazole-3-carboxylic acid ethyl ester